2-benzyl-7,8-Difluoro-2,3-dihydroisoquinolin-4(1H)-one C(C1=CC=CC=C1)N1CC2=C(C(=CC=C2C(C1)=O)F)F